methyl 4-amino-1-benzyl-7-chloro-2-oxo-1,2-dihydroquinoline-3-carboxylate NC1=C(C(N(C2=CC(=CC=C12)Cl)CC1=CC=CC=C1)=O)C(=O)OC